[2-[1-(cyclopropylmethyl)-6-(6-hydroxy-2-methylpyridin-3-yl)pyrrolo[2,3-b]pyridin-2-yl]-5-methoxy-3-methylimidazo[1,2-a]pyridin-7-yl]methanone C1(CC1)CN1C(=CC=2C1=NC(=CC2)C=2C(=NC(=CC2)O)C)C=2N=C1N(C(=CC(=C1)C=O)OC)C2C